O1CC(CC1)C1(CC1)CC(=O)N (1-(tetrahydrofuran-3-yl)cyclopropyl)acetamide